FC(OC1=CC(=NN1)NC1=NC(=CN=C1)O[C@@H]1[C@H](CNCCC1)C)F N-(5-(difluoromethoxy)-1H-pyrazol-3-yl)-6-(((3S,4S)-3-methylazepan-4-yl)oxy)pyrazin-2-amine